(E)-2-(methoxyimino)-3-(4-(trifluoromethyl)phenyl)propionic acid CO\N=C(\C(=O)O)/CC1=CC=C(C=C1)C(F)(F)F